O=C(CC(=O)N[C@@H]1CCC=2C1=NNC(C2C(F)(F)F)=O)N2CCN(CC2)C2=NC=C(C=N2)C(F)(F)F |r| rac-3-oxo-N-(3-oxo-4-(trifluoromethyl)-3,5,6,7-tetrahydro-2H-cyclopenta[c]pyridazin-7-yl)-3-(4-(5-(trifluoromethyl)pyrimidin-2-yl)piperazin-1-yl)propanamide